BrC=1C=C(C=CC1)C(C(F)(F)F)=O 1-(3-bromophenyl)-2,2,2-trifluoroethan-1-one